2-amino-4-methoxy-6-(methylthio)-1,3,5-triazine NC1=NC(=NC(=N1)OC)SC